ClC=1C(=C(C=CC1Cl)NC1=NC=NC2=CC(=C(C=C12)OC1CCN(CC1)C#N)OC)F 4-((4-((3,4-dichloro-2-fluorophenyl)amino)-7-methoxyquinazolin-6-yl)oxy)piperidine-1-carbonitrile